BrC1=C(C=C(C(=O)N2CC=3N=C(N(C(C3C[C@H]2C)=O)C2=CC(=C(C(=O)NC)C=C2)Cl)N2N=C(C=C2C)C)C=C1)C(F)(F)F (R)-4-(7-(4-bromo-3-(trifluoromethyl)benzoyl)-2-(3,5-dimethyl-1H-pyrazol-1-yl)-6-methyl-4-oxo-5,6,7,8-tetrahydropyrido[3,4-d]pyrimidin-3(4H)-yl)-2-chloro-N-methylbenzamide